ClC1=C(C=C(C=N1)N)C(F)F 6-chloro-5-(difluoromethyl)pyridin-3-amine